C(C)(=O)OCC1=C(C=C(C(=O)OC)C=C1)Br methyl 4-(acetoxymethyl)-3-bromobenzoate